BrC=1C=CC(=NC1)C1(CC1)C=O (5-bromopyridin-2-yl)cyclopropane-1-carbaldehyde